(7-(3-chloro-2-methylphenoxy)-2-azaspiro[3.5]non-2-yl)((1s,3s)-3-hydroxy-3-methylcyclobutyl)methanone ClC=1C(=C(OC2CCC3(CN(C3)C(=O)C3CC(C3)(C)O)CC2)C=CC1)C